4-((5-cyano-4-(4-hydroxyphenyl)pyrimidin-2-yl)amino)benzenesulfonamide C(#N)C=1C(=NC(=NC1)NC1=CC=C(C=C1)S(=O)(=O)N)C1=CC=C(C=C1)O